((4-(4-((2-cyclopropyl-1H-imidazol-1-yl)methyl)phenyl)-2-propylthiazol-5-yl)sulfonyl)carbamic acid butyl ester C(CCC)OC(NS(=O)(=O)C1=C(N=C(S1)CCC)C1=CC=C(C=C1)CN1C(=NC=C1)C1CC1)=O